BrCC(=O)NC1=CC=C(C=C1)S(N(CC=1C=C2CCCN(C2=CC1)CC)C1CCCC1)(=O)=O 2-Bromo-N-(4-(N-cyclopentyl-N-((1-ethyl-1,2,3,4-tetrahydroquinolin-6-yl)methyl)-sulfamoyl)phenyl)acetamide